Br.BrC=1C=C(C(=O)C=2C=C3C(=CNC3=CC2)C=2CCN(CC2)CCCC)C=CC1 5-(3-bromobenzoyl)-3-(1-butyl-1,2,3,6-tetrahydropyridin-4-yl)-1H-indole hydrobromide